O=C1NC(CCC1N1C(C2=CC=CC(=C2C1=O)OCCCCC=O)=O)=O 5-((2-(2,6-Dioxopiperidin-3-yl)-1,3-dioxoisoindolin-4-yl)oxy)valeraldehyde